6-(6-Chloro-5-fluoropyridin-3-yl)-3-(3-(pyridin-4-yl)-1H-pyrazol-5-yl)-1,3-oxazinan-2-one ClC1=C(C=C(C=N1)C1CCN(C(O1)=O)C1=CC(=NN1)C1=CC=NC=C1)F